5-amino-N-[2-(4-amino-3-methoxy-3-methylpyrrolidin-1-yl)-5,6,7,8-tetrahydroquinolin-6-yl]-2,4-dimethylthieno[2,3-d]pyrimidine-6-carboxamide NC1=C(SC=2N=C(N=C(C21)C)C)C(=O)NC2CC=1C=CC(=NC1CC2)N2CC(C(C2)N)(C)OC